tert-Butyl(3-((tert-butoxycarbonyl)amino)propyl)(4-((3-(4-(6-oxo-2,2-diphenyl-6H-[1,3]dioxolo[4,5-h]chromen-8-yl)phenyl)propyl)amino)butyl)carbamate C(C)(C)(C)OC(N(CCCCNCCCC1=CC=C(C=C1)C=1OC=2C3=C(C=CC2C(C1)=O)OC(O3)(C3=CC=CC=C3)C3=CC=CC=C3)CCCNC(=O)OC(C)(C)C)=O